C(C)(C)(C)OC(=O)N1C(C2=CC=CC(=C2CC1)Br)C(NCC1=CC=C(C=C1)C(=O)OC(C)(C)C)=O 5-Bromo-1-((4-(tert-Butoxycarbonyl)phenyl)methylcarbamoyl)-3,4-dihydroisoquinoline-2(1H)-carboxylic acid tert-butyl ester